C(C)OC=1C=C(C=O)C=CC1O 3-Ethoxy-4-hydroxy-benzaldehyd